C1=CC=CC=2C3=CC=CC=C3C(=CC12)C1=CC=CC=2C34C(C=5C=CC=CC5C12)C1CC(CC(C3)C1)C4 5-(phenanthren-9-yl)-10,11,12,13,14,14a-hexahydro-9H-8b,12:10,14-dimethanocycloocta[l]phenanthrene